ClCOC(CCC1CCCCC1)=O 3-Cyclohexylpropionic acid chloromethyl ester